ClC=1C=CC2=C(N=C(O2)C23CCC(CC2)(CC3)NC(=O)C3CS(CCC3)(=O)=O)C1 N-[4-(5-chloro-1,3-benzoxazol-2-yl)-1-bicyclo[2.2.2]octanyl]-1,1-dioxo-thiane-3-carboxamide